1-(4-(4-((2-fluoro-4-((4-(5-fluoro-6-methylpyridin-3-yl)thiazol-2-yl)oxy)phenyl)amino)-1H-pyrazolo[3,4-d]pyrimidin-3-yl)piperidin-1-yl)prop-2-en-1-one FC1=C(C=CC(=C1)OC=1SC=C(N1)C=1C=NC(=C(C1)F)C)NC1=C2C(=NC=N1)NN=C2C2CCN(CC2)C(C=C)=O